ClC=1C=CC(=C2C=NN(C12)C)OC1=CC=C(C=C1)C1=CC=CC(=N1)C(=O)N 6-(4-((7-chloro-1-methyl-1H-indazol-4-yl)oxy)phenyl)picolinamide